F[C@]1(C[C@H](NC1=O)COC1=NC=CC2=CC(=C(C=C12)OC(C)C)C(=O)N)CO 1-{[(2S,4R)-4-fluoro-4-(hydroxymethyl)-5-oxopyrrolidin-2-yl]methoxy}-7-(propan-2-yloxy)isoquinoline-6-carboxamide